C(C)OC1=NC(=NC=C1)NCC1=C(C=NN1C)C1=NC=C(C=N1)OC1CCCCC1 (1S,3S)-3-((2-(5-(((4-Ethoxypyrimidin-2-yl)amino)methyl)-1-methyl-1H-pyrazol-4-yl)pyrimidin-5-yl)oxy)cyclohexan